CNC=1N=CC(=C2C=C(N=CC12)C1(CC1)C(=O)N)C1=CC=C(C=C1)OC1CCN(CC1)C (8-(methylamino)-5-(4-((1-methylpiperidin-4-yl)oxy)phenyl)-2,7-naphthyridin-3-yl)cyclopropanecarboxamide